PERFLUOROOCTANESULFONIC ACID FC(C(C(C(C(C(C(C(F)(F)F)(F)F)(F)F)(F)F)(F)F)(F)F)(F)F)(S(=O)(=O)O)F